C(C=C)N(CCC1=CNC2=CC(=CC=C12)OC(CCC)=O)CC butyric acid 3-(2-(allyl (ethyl) amino) ethyl)-1H-indol-6-yl ester